ClC=1C=CC2=C(C(OC(=N2)NCC)(C2=CC=CC=C2)C)C1 6-chloro-2-(ethylamino)-4-methyl-4-phenyl-4H-3,1-benzoxazine